C(C)(C)(C)N1N=C(C=C1NC(OCC1=CC=CC=C1)=O)[C@H]1C[C@@H](CC1)N1C(NC(C1)(C)C)=O benzyl (1-(tert-butyl)-3-((1R,3R)-3-(4,4-dimethyl-2-oxoimidazolidin-1-yl)cyclopentyl)-1H-pyrazol-5-yl)carbamate